2,3-Dimethyl-5,6,7,8-tetrahydro-1H-pyrrolo[2,3-b]quinolin-4-amine CC1=C(C=2C(=NC=3CCCCC3C2N)N1)C